(E)-2,6-diamino-5-((4-hydroxyphenyl)diazenyl)pyridin-3-ol hydrochloride Cl.NC1=NC(=C(C=C1O)\N=N\C1=CC=C(C=C1)O)N